1H-indole-1,6-dicarboxylate N1(C=CC2=CC=C(C=C12)C(=O)[O-])C(=O)[O-]